C(#N)CC(=O)NC=1SC(=CN1)C cyano-N-(5-methylthiazol-2-yl)acetamide